(R)-3-cyclobutyl-5-methyl-5,6,6a,7,9,10-hexahydro-8H-pyrazino[1,2-a]pyrido[3,2-e]pyrazin C1(CCC1)C1=CC=2N(C[C@@H]3N(C2N=C1)CCNC3)C